3,3'-azobis(3,4-dimethylpentane) N(=NC(CC)(C(C)C)C)C(CC)(C(C)C)C